ethyl 2-(2-((7-(3-(((tert-butoxycarbonyl)amino)methyl)phenyl)-2-(((tert-butyldimethylsilyl)oxy)methyl)benzofuran-5-yl)methoxy)-4-cyanophenyl)acetate C(C)(C)(C)OC(=O)NCC=1C=C(C=CC1)C1=CC(=CC=2C=C(OC21)CO[Si](C)(C)C(C)(C)C)COC2=C(C=CC(=C2)C#N)CC(=O)OCC